3-Chloro-8-cyclohexyl-5-methylpyrido[2,3-d]pyrimidin-7(8H)-one ClN1CN=C2C(=C1)C(=CC(N2C2CCCCC2)=O)C